5-((3-hydroxypropyl)thio)-1-isopropyl-3-methyl-6-(2-(trifluoromethyl)benzyl)pyrido[2,3-d]Pyrimidine OCCCSC1=C(C=NC=2N(CN(CC21)C)C(C)C)CC2=C(C=CC=C2)C(F)(F)F